BrC1=C2CN(C(C2=CC=C1)=O)[C@H](C(=O)N1[C@@H](C[C@H](C1)O)C(=O)N[C@@H](C)C1=CC=C(C=C1)C1=C(N=CS1)C)C(C)(C)C (2S,4R)-1-((S)-2-(4-bromo-1-oxoisoindolin-2-yl)-3,3-dimethylbutyryl)-4-hydroxy-N-((S)-1-(4-(4-methylthiazol-5-yl)phenyl)ethyl)pyrrolidine-2-carboxamide